Farnesal CC(=CCC/C(=C/CC/C(=C/C=O)/C)/C)C